tert-butyl-performic acid C(C)(C)(C)C(=O)OO